3-pyrrole-formaldehyde N1C=C(C=C1)C=O